3-(difluoromethyl)-N-methoxy-1-methyl-N-[(1S)-1-methyl-2-(2,4,6-trichlorophenyl)ethyl]pyrazole-4-carboxamide FC(C1=NN(C=C1C(=O)N([C@H](CC1=C(C=C(C=C1Cl)Cl)Cl)C)OC)C)F